2-((4-(4-((((R)-1-(2-chlorophenyl)ethoxy)carbonyl)amino)-3-methylisoxazol-5-yl)phenoxy)methyl)cyclohexane-1-carboxylate ClC1=C(C=CC=C1)[C@@H](C)OC(=O)NC=1C(=NOC1C1=CC=C(OCC2C(CCCC2)C(=O)[O-])C=C1)C